NC1=CC=C(C=C1)N1CCC(CC1)NC1CCN(CC1)C1=CC=C(NC2C(NC(CC2)=O)=O)C=C1 3-[4-[4-[[1-(4-aminophenyl)-4-piperidyl]amino]-1-piperidyl]anilino]piperidine-2,6-dione